BrC=1N=CSC1C=O 4-bromothiazole-5-carboxaldehyde